FC1=C(CC2=NC3=C(N2CC2OCCC2)C=CC=C3)C=CC(=C1)C1=NC(=CC=C1)OCC1=CC(=CC=C1)OC 2-(2-Fluoro-4-(6-(3-methoxybenzyloxy)pyridin-2-yl)benzyl)-1-((tetrahydrofuran-2-yl)methyl)-1H-benzo[d]imidazol